ClC=1C=CC(=C(C1)NC(=O)C1C(C1)C1=CC=CC=C1)OCCOC N-(5-chloro-2-(2-methoxyethoxy)phenyl)-2-phenylcyclopropane-1-carboxamide